6,6-bis(hept-2-yn-1-yloxy)hexanoic acid 6-bromohexyl ester BrCCCCCCOC(CCCCC(OCC#CCCCC)OCC#CCCCC)=O